COC1=CC=C(COC=2C=NC3=CC=C(C=C3C2)C2=CN(C=3N=C(N=C(C32)N)NC)C3=C(C=CC=C3)C)C=C1 5-(3-((4-methoxybenzyl)oxy)quinolin-6-yl)-N2-methyl-7-tolyl-7H-pyrrolo[2,3-d]pyrimidine-2,4-diamine